tert-Butyl 4-((S)-4-((benzyloxy)carbonyl)-3-(cyanomethyl)piperazin-1-yl)-2-((((S)-1-methylpyrrolidin-2-yl)methyl)thio)-5,8-dihydropyrido[3,4-d]pyrimidine-7(6H)-carboxylate C(C1=CC=CC=C1)OC(=O)N1[C@H](CN(CC1)C=1C2=C(N=C(N1)SC[C@H]1N(CCC1)C)CN(CC2)C(=O)OC(C)(C)C)CC#N